4-(2-((tetrahydrofuran-2-yl)methoxy)-6-(2-(m-tolyl)thiazol-4-yl)pyrimidin-4-yl)morpholine O1C(CCC1)COC1=NC(=CC(=N1)N1CCOCC1)C=1N=C(SC1)C=1C=C(C=CC1)C